Tert-Butyl 7-(6,7-Dimethoxyquinazolin-4-yl)-2,7-Diazaspiro[3.5]Nonane-2-Carboxylate COC=1C=C2C(=NC=NC2=CC1OC)N1CCC2(CN(C2)C(=O)OC(C)(C)C)CC1